1-cyclopropyl-5-iodo-4-methyl-1H-imidazole C1(CC1)N1C=NC(=C1I)C